1,6-diazabicyclo[3.2.1]oct-6-ylsulfate N12CCCC(N(C1)OS(=O)(=O)[O-])C2